C(=O)O.NC1CC(C1)C(=O)NCCNC(C1=C(C=C(C=C1)NC=1C=2N(C=CN1)C(=CN2)C=2C(=NN(C2)CC(F)F)C(F)(F)F)CC)=O N-(2-((1r,3r)-3-aminocyclobutane-1-carboxamido)ethyl)-4-((3-(1-(2,2-difluoroethyl)-3-(trifluoromethyl)-1H-pyrazol-4-yl)imidazo[1,2-a]pyrazin-8-yl)amino)-2-ethylbenzamide formate